8-{[2-(4-chlorophenyl)imidazo[1,2-a]pyridin-3-yl]methyl}-3,8-diazabicyclo[3.2.1]octane-3-carboxylic acid tert-butyl ester C(C)(C)(C)OC(=O)N1CC2CCC(C1)N2CC2=C(N=C1N2C=CC=C1)C1=CC=C(C=C1)Cl